Diazacyclohexadien N1=NC=CCC1